BrC=1C=C(C=CC1)C=1N=C(SC1)NC(=O)[C@H]1N(CCC1)C(=O)C1=CN(C(=C1)C)S(=O)(=O)C (S)-N-(4-(3-Bromophenyl)thiazol-2-yl)-1-(5-methyl-1-(methylsulfonyl)-1H-pyrrole-3-carbonyl)pyrrolidine-2-carboxamide